(1R,2S,5S)-3-((R)-2-hydroxypentanoyl)-6,6-dimethyl-N-((S)-3-oxo-1-((S)-2-oxopyrrolidin-3-yl)-4-(trifluoromethoxy)butan-2-yl)-3-azabicyclo[3.1.0]-hexane-2-carboxamide O[C@@H](C(=O)N1[C@@H]([C@H]2C([C@H]2C1)(C)C)C(=O)N[C@@H](C[C@H]1C(NCC1)=O)C(COC(F)(F)F)=O)CCC